2,6-bis(pyridin-4-yl)naphthalene N1=CC=C(C=C1)C1=CC2=CC=C(C=C2C=C1)C1=CC=NC=C1